7-(5-chloro-2-(2-(5-cyano-2-methyl-6-(4-methylpiperazin-1-yl)-4-oxo-7-(trifluoromethyl)quinazolin-3(4H)-yl)ethoxy)phenyl)-N-(methylsulfonyl)thieno[3,2-b]pyridine-3-carboxamide ClC=1C=CC(=C(C1)C1=C2C(=NC=C1)C(=CS2)C(=O)NS(=O)(=O)C)OCCN2C(=NC1=CC(=C(C(=C1C2=O)C#N)N2CCN(CC2)C)C(F)(F)F)C